2-{4-[(4aS,8aS)-octahydro-1H-pyrido[3,4-b][1,4]oxazin-6-yl]-3-(3-fluorophenyl)quinolin-6-yl}-4-methylpyridin-3-amine N1[C@@H]2[C@@H](OCC1)CN(CC2)C2=C(C=NC1=CC=C(C=C21)C2=NC=CC(=C2N)C)C2=CC(=CC=C2)F